Tert-Butyl-Adipate C(C)(C)(C)OC(CCCCC(=O)[O-])=O